BrC=1N=CC(=NC1)NS(=O)(=O)C N-(5-Bromopyrazin-2-yl)methanesulfonamide